2-(2,5-dioxopyrrol-1-yl)-N-[2-[2-[2-[2-[2-[2-[2-[2-[2-[2-(2-hydroxyethoxy)ethoxy]ethoxy]ethoxy]ethoxy]ethoxy]ethoxy]ethoxy]ethoxy]ethoxy]ethyl]acetamide O=C1N(C(C=C1)=O)CC(=O)NCCOCCOCCOCCOCCOCCOCCOCCOCCOCCOCCO